CCCCC(C=CCC)C(=O)OC Methyl non-6-ene-5-carboxylate